ClC1=C(OCC(=O)OC2=CC=C(C=C2)\C=C\C(=O)C2=CC=C(C=C2)C)C=CC(=C1)Cl 4-(2,4-dichlorophenoxyacetoxy)-4'-methylchalcone